BrC1=C(SC(=C1)Br)\C=N\NS(=O)(=O)C1=CC=C(C=C1)C N'-[(1E)-(3,5-dibromothiophen-2-yl)methylidene]-4-methylbenzenesulfonohydrazide